COC1=C(C(=O)O)C(=CC(=C1)C1=CN(C(C(=C1C)C)=O)C)OC 2,6-dimethoxy-4-(1,4,5-trimethyl-6-oxo-1,6-dihydropyridin-3-yl)benzoic acid